COC=1C(=NC=CC1)S(=O)(=O)NC1=NOC2=C1CC1(C3=CC=C(C=C32)N3C(OCC3)=O)CC1 3-Methoxy-N-(8'-(2-oxooxazolidin-3-yl)-4'H-spiro[cyclopropane-1,5'-naphtho[2,1-d]isoxazol]-3'-yl)pyridine-2-sulfonamide